Dimethyl [3-(2,6-difluorophenyl)-3,3-difluoro-2-oxopropyl]phosphonate FC1=C(C(=CC=C1)F)C(C(CP(OC)(OC)=O)=O)(F)F